4-((3,4-dimethylphenyl)sulfonamido)-N-(4-fluorophenyl)benzamide CC=1C=C(C=CC1C)S(=O)(=O)NC1=CC=C(C(=O)NC2=CC=C(C=C2)F)C=C1